Cl.ClC1=CC=C(C[C@H]2CO[C@H](CN2C2CCC(CC2)C=2N=C(N(C2)C)C)CS(=O)(=O)C)C=C1 (2R,5S)-5-(4-chlorobenzyl)-4-(4-(1,2-dimethyl-1H-imidazol-4-yl)cyclohexyl)-2-((methylsulfonyl)methyl)-morpholine hydrochloride